[Na].C(C1=CC=CC2=CC=CC=C12)C1=CC=CC2=CC=CC=C12 methylenebis-naphthalene sodium